3-((tert-butyldiphenylsilyl)oxy)-2-(4-fluorophenyl)propan-1-ol [Si](C1=CC=CC=C1)(C1=CC=CC=C1)(C(C)(C)C)OCC(CO)C1=CC=C(C=C1)F